1-(3-bromo-6-methyl-5-(trifluoromethyl)pyridin-2-yl)-4,4-difluoroazepan BrC=1C(=NC(=C(C1)C(F)(F)F)C)N1CCC(CCC1)(F)F